5-Bromo-4-chloro-3,3-dideuterio-7-(4-isopropylphenyl)-2H-benzofuran BrC=1C=C(C2=C(C(CO2)([2H])[2H])C1Cl)C1=CC=C(C=C1)C(C)C